(cis)-4-(3-bromo-4-methylpyridin-2-yl)-2,6-dimethylmorpholine BrC=1C(=NC=CC1C)N1C[C@H](O[C@H](C1)C)C